(S)-2-(tert-butoxy)-2-(4-(4-chlorophenyl)-1-(3,4-difluorobenzyl)-2,3,6-trimethyl-1H-pyrrolo[2,3-b]pyridin-5-yl)acetic acid C(C)(C)(C)O[C@H](C(=O)O)C=1C(=C2C(=NC1C)N(C(=C2C)C)CC2=CC(=C(C=C2)F)F)C2=CC=C(C=C2)Cl